((6-methoxy-2-methylpyridin-3-yl)sulfonyl)-8-azaspiro[4.5]decan-2-one COC1=CC=C(C(=N1)C)S(=O)(=O)C1C(CCC12CCNCC2)=O